N1=CC(=CC2=CN=CC=C12)C(=O)O [1,6]Naphthyridine-3-carboxylic acid